N1=CN=C(C2=C1CCC2)NC2=NNC1=CC(=CC=C21)[C@@H]2C[C@@]21C(NC2=CC=C(C=C12)OC)=O (1R,2S)-2-(3-[5H,6H,7H-cyclopenta[d]pyrimidin-4-ylamino]-1H-indazol-6-yl)-5'-methoxy-1'H-spiro[cyclopropan-1,3'-indol]-2'-one